C1(CC1)C1=NC=NC(=C1C=1N=CC=2C(N1)=NC(C(C2)C=2C=NN(C2)C2CC2)=O)OC 2-(4-cyclopropyl-6-methoxypyrimidin-5-yl)-6-(1-cyclopropylpyrazol-4-yl)pyrido[2,3-d]pyrimidin-7-one